methylnaphthoylglycine CN(CC(=O)O)C(=O)C1=CC=CC2=CC=CC=C12